N1C=NC2=C1C=CC(=C2)N2C(NC[C@H]2C2=CC=C(C=C2)C2=CSC(=C2)C(F)(F)F)=O (5R)-1-(1H-benzimidazol-5-yl)-5-{4-[5-(trifluoromethyl)thiophen-3-yl]phenyl}imidazolidin-2-one